C1(CC1)C(C(C=1OC2=C(N1)C=C(C=C2)CN2C(NC(C2)C(F)(F)F)=O)NC(=O)C2(CC2)F)C2CC2 N-(2,2-dicyclopropyl-1-(5-((2-oxo-4-(trifluoromethyl)imidazolidin-1-yl)methyl)benzo[d]oxazol-2-yl)ethyl)-1-fluorocyclopropane-1-carboxamide